[C@H]12CN(C[C@H](CC1)N2)C2=C1C(N(C(C1=C(C=C2)F)=O)C2C(NC(CC2)=O)=O)=O 4-((1R,5S)-3,8-diazabicyclo[3.2.1]octan-3-yl)-2-(2,6-dioxopiperidin-3-yl)-7-fluoroisoindoline-1,3-dione